8-(4,4-dimethylcyclohex-1-en-1-yl)-N-((4-methyl-1H-pyrazol-5-yl)methyl)quinoline-3-carboxamide CC1(CC=C(CC1)C=1C=CC=C2C=C(C=NC12)C(=O)NCC1=C(C=NN1)C)C